C(C)(=O)OC1CCN(CC1)C1=NC=C(C=C1NC(=O)C=1OC(=CC1)C=1C(=NNC1)N)C(F)(F)F [1-[3-[[5-(3-amino-1H-pyrazol-4-yl) furan-2-carbonyl] amino]-5-(trifluoromethyl)-2-pyridyl]-4-piperidyl] acetate